methyl (S)-hexahydropyridazine-3-carboxylate bis(trifluoroacetate) FC(C(=O)O)(F)F.FC(C(=O)O)(F)F.N1N[C@@H](CCC1)C(=O)OC